ClC1=CC=C(C=C1)N1C[C@@H](CC1)C(=O)N[C@@H]([C@H](O)C1=CC2=C(OCCO2)C(=C1)F)CN1CCCCC1 (R)-1-(4-chlorophenyl)-N-((1R,2R)-1-(8-fluoro-2,3-dihydrobenzo[b][1,4]dioxin-6-yl)-1-hydroxy-3-(piperidin-1-yl)propan-2-yl)pyrrolidine-3-carboxamide